2,6-dicarboxyfluorene C(=O)(O)C1=CC=2CC3=CC=C(C=C3C2C=C1)C(=O)O